CC(C(=O)O)(CC(=O)O)C 2,2-dimethyl-succinic acid